C(#N)CC(C)(C)C=1N(C2=CC=C(C=C2C1C1=C(C(=O)O)C=CC=C1)O)C1=CC=C(C=C1)F (2-(1-cyano-2-methylpropan-2-yl)-1-(4-fluorophenyl)-5-hydroxy-1H-indol-3-yl)benzoic acid